ClC1=CC=C(C(=O)N2CC3(C2)CC(C3)NC(NCC3=CC=C(C(=O)N)C=C3)=O)C=C1 4-((3-(2-(4-chlorobenzoyl)-2-azaspiro[3.3]heptan-6-yl)ureido)methyl)benzamide